(1-(1-(2,4-bis(trifluoromethyl)phenyl)ethyl)-1H-pyrazol-4-yl)-5-(pyridin-2-yl)-1,3,4-oxadiazole-2-carboxamide FC(C1=C(C=CC(=C1)C(F)(F)F)C(C)N1N=CC(=C1)NC(=O)C=1OC(=NN1)C1=NC=CC=C1)(F)F